2-(5-(8-methoxy-[1,2,4]triazolo[1,5-a]pyridin-6-yl)-4-(2,2,2-trifluoroethyl)-1H-pyrazol-3-yl)-4-methyl-5-(piperidin-4-yl)thiazole COC=1C=2N(C=C(C1)C1=C(C(=NN1)C=1SC(=C(N1)C)C1CCNCC1)CC(F)(F)F)N=CN2